N[C@H]1[C@@H](C=CC[C@@H]1C1=C(C2=NC(=CC(=C2S1)NCC=1SC=CC1)Cl)Br)OC 2-((1s,5r,6r)-6-amino-5-methoxycyclohex-3-en-1-yl)-3-bromo-5-chloro-N-(thiophen-2-ylmethyl)thieno[3,2-b]pyridin-7-amine